3-[2-methoxy-6-methyl-4-(trifluoromethyl)phenyl]-6-methyl-7-[(3R)-1-methylpiperidin-3-yl]-6,7-dihydro-5H-pyrrolo[2,3-c]pyridazine COC1=C(C(=CC(=C1)C(F)(F)F)C)C1=CC2=C(N=N1)N(C(C2)C)[C@H]2CN(CCC2)C